C(C)(C)(C)OC(=O)N1CC=2C(=NN3C2C(N(C[C@@H](C3)F)C)=O)CC1 (S)-8-fluoro-10-methyl-11-oxo-1,3,4,7,8,9,10,11-octahydro-2H-pyrido[4',3':3,4]pyrazolo[1,5-a][1,4]Diazepine-2-carboxylic acid tert-butyl ester